C(C1=CC=CC=C1)OC1=CC=2N(C=C1)N=CC2C2=CCC1(CN(C1)C(=O)OC(C)(C)C)CC2 tert-Butyl 7-(5-(benzyloxy) pyrazolo[1,5-a]pyridin-3-yl)-2-azaspiro[3.5]non-6-en-2-carboxylate